C(#CC)C=1C(NC(NC1)=O)=O 5-propynyluracile